(S)-N-hydroxy-5-((1-isoquinolylmethyl)(1-(4-methylpyridin-2-yl)ethyl)amino)pentanamide ONC(CCCCN([C@@H](C)C1=NC=CC(=C1)C)CC1=NC=CC2=CC=CC=C12)=O